O=C1NC(CCC1N1C(C2=CC=C(C=C2C1=O)N1C(CN(CC1C)CC1CCN(CC1)C1=CC=C(C=C1)C(=C(CC)C1=CC=CC=C1)C1=CC=C(C=C1)O)C)=O)=O 2-(2,6-dioxopiperidin-3-yl)-5-(4-((1-(4-(1-(4-hydroxyphenyl)-2-phenylbut-1-ene-1-yl)phenyl)piperidin-4-yl)methyl)-2,6-dimethylpiperazin-1-yl)isoindoline-1,3-dione